4-bromo-7-fluoro-2-(methyl-d3)-2H-indazole BrC=1C2=CN(N=C2C(=CC1)F)C([2H])([2H])[2H]